2-(1-cyclobutyl-1H-benzo[d]imidazol-2-yl)-5-hydroxy-1-methyl-6-oxo-N-(1H-pyrazol-4-yl)-1,6-dihydropyrimidine-4-carboxamide C1(CCC1)N1C(=NC2=C1C=CC=C2)C=2N(C(C(=C(N2)C(=O)NC=2C=NNC2)O)=O)C